trans-4-(8'-Chloro-4'H,6'H-spiro[1,3-dioxolan-2,5'-[1,2,4]triazolo[4,3-a][1]benzazepin]-1'-yl)-N-(4-methoxybenzyl)cyclohexanamin ClC=1C=CC2=C(CC3(CC=4N2C(=NN4)[C@@H]4CC[C@H](CC4)NCC4=CC=C(C=C4)OC)OCCO3)C1